[Ba+].C(CCCCCCCCCCCCCCCCC(=O)[O-])(=O)OC monomethyl octadecanedioate barium salt